N(=C=O)C(C)O[Si](OCC)(OCC)C(C)(C)C isocyanato-t-butyltriethoxysilane